ClC1=NC=C(C(=O)N)C=C1 6-chloronicotinamide